COC1=C(C(=O)O)C=CN=C1 3-Methoxyisonicotinic acid